ClC1=NN2C(C3=C(C=CC=C13)Cl)=NN=N2 6,10-dichlorotetrazolo[5,1-a]phthalazine